(4-(pyridin-3-yl)phenyl)methylamine N1=CC(=CC=C1)C1=CC=C(C=C1)CN